N-(2-(dimethylamino)ethyl)-2-methoxy-N-methyl-4-(6-(4-pentanamidothiophen-2-yl)pyrazin-2-yl)benzamide CN(CCN(C(C1=C(C=C(C=C1)C1=NC(=CN=C1)C=1SC=C(C1)NC(CCCC)=O)OC)=O)C)C